(5E)-7-methoxy-1-methyl-indazole-5-carbaldehyde oxime COC=1C=C(C=C2C=NN(C12)C)C=NO